C(C)(C)(C)OC(N([C@H]1CN(CCC1)C=1C=NC(=CC1)C(C)N1N=NC(=C1)C=1C=NC=C(C1)N(C)C)CC1CCC1)=O.FC=1C=C(C=CC1)C(C)=O 1-(3-fluorophenyl)ethan-1-one tert-butyl-(cyclobutylmethyl)((3R)-1-(6-(1-(4-(5-(dimethylamino)pyridin-3-yl)-1H-1,2,3-triazol-1-yl)ethyl)pyridin-3-yl)piperidin-3-yl)carbamate